C(C)(C)[N+](=CCCCCCCC)[O-] N-isopropyloctan-1-imine oxide